NC1=NC=C(C=C1C=1C=C2CNC(C2=C(C1)F)=O)C1=CC=C(C=C1)N1CCN(CC1)C 5-(2-amino-5-(4-(4-methylpiperazin-1-yl)phenyl)pyridin-3-yl)-7-fluoroisoindolin-1-one